2-hexyldecyl-10-(((4-nitrophenoxy)carbonyl)oxy)pentadecanoic acid C(CCCCC)C(CC(C(=O)O)CCCCCCCC(CCCCC)OC(=O)OC1=CC=C(C=C1)[N+](=O)[O-])CCCCCCCC